3-(7-((3,3-difluoro-1-methylpiperidin-4-yl)amino)-3-ethylthieno[3,2-b]pyridin-2-yl)prop-2-yn FC1(CN(CCC1NC1=C2C(=NC=C1)C(=C(S2)C#CC)CC)C)F